Cl.C[C@H]1N([C@@H](COC1)C)C=O ((3r,5r)-3,5-dimethylmorpholinyl)methanone hydrochloride